3-methoxy-N-(3-hydroxyphenyl)benzamide COC=1C=C(C(=O)NC2=CC(=CC=C2)O)C=CC1